(3E,5E)-1-ethyl-3,5-bis[(2,3,4-trimethoxyphenyl)methylidene]piperidin-4-one C(C)N1C\C(\C(/C(/C1)=C/C1=C(C(=C(C=C1)OC)OC)OC)=O)=C/C1=C(C(=C(C=C1)OC)OC)OC